C(CCCCCC(C)C)(=O)O.C(C)(C)(C)OOC(C)(C)C tert-butyl peroxide isononanoate